cis-1-acetoxycyclopentane C(C)(=O)OC1CCCC1